3-[5,7-difluoro-2-(4-fluorophenyl)-1H-indol-3-yl]-N-[(3S,4S)-4-hydroxy-2-oxo-pyrrolidin-3-yl]propionamide FC=1C=C2C(=C(NC2=C(C1)F)C1=CC=C(C=C1)F)CCC(=O)N[C@@H]1C(NC[C@@H]1O)=O